C(C)NC(OC1CN(CCC1C=1C(=CC(=C2C(C=C(OC12)C1=C(C=CC=C1)Cl)=O)O)O)C)=O 4-(2-(2-chlorophenyl)-5,7-dihydroxy-4-oxo-4H-chromen-8-yl)-1-methylpiperidin-3-yl ethylcarbamate